methyl (2Z)-2-{[(benzyloxy)carbonyl]amino}-3-(5-chloro-1-benzothiophen-3-yl)prop-2-enoate C(C1=CC=CC=C1)OC(=O)N\C(\C(=O)OC)=C/C1=CSC2=C1C=C(C=C2)Cl